tetraphosphoric acid sodium [Na].P(=O)(O)(O)OP(=O)(O)OP(=O)(O)OP(=O)(O)O